(S)-2-(6-amino-3-(3-(5-methyl-1,2,4-oxadiazol-3-yl)benzamido)hexanamido)-4-methylthiazole-5-carboxylate NCCC[C@@H](CC(=O)NC=1SC(=C(N1)C)C(=O)[O-])NC(C1=CC(=CC=C1)C1=NOC(=N1)C)=O